CC=1C=NC(=NC1)N1C=CC2=CC=CC=C12 N-5-methyl-pyrimidylindole